C1(CC1)OC1=CC=C(C2=CN(N=C12)C)C1=CC(=C(CN2C(C3=NC=CC=C3C2=O)([2H])[2H])C(=C1)C)F 6-(4-(7-cyclopropoxy-2-methyl-2H-indazol-4-yl)-2-fluoro-6-methylbenzyl)-6,7-dihydro-5H-pyrrolo[3,4-b]pyridin-5-one-7,7-d2